C(C1=CC=CC=C1)(=O)ON(C(N(C)C)=O)C benzoyloxytrimethyl-urea